2-hydroxyethanesulfonic acid 4-picoline salt N1=CC=C(C=C1)C.OCCS(=O)(=O)O